O[C@@H](CO)C1=CC=CC(=N1)C1=CC=C(OC2=CC=C(C#N)C=C2)C=C1 (R)-4-(4-(6-(1,2-Dihydroxyethyl)pyridin-2-yl)phenoxy)benzonitril